S(=O)(=O)(OC1=CC=C(C=C1)Cl)[O-].[K+] Potassium 4-chlorophenyl sulfate